propoxyformyl-methylenetriphenylphosphine C(CC)OC(=O)C1=C(C=CC=C1)P(C1=CC=CC=C1)(C1=CC=CC=C1)=C